C(C)(C)(C)OC(N(CC1CC(C1)(C)OC(=O)OC(C)(C)C)C1=CC(=NC=2N1N=CC2Br)Cl)=O.ClC=2C(=NC=CC2)N2N=CC=C2C(=O)N 2-(3-chloro-2-pyridinyl)pyrazole-3-amide tert-butyl-(3-bromo-5-chloropyrazolo[1,5-a]pyrimidin-7-yl)(((1s,3s)-3-((tert-butoxycarbonyl)oxy)-3-methylcyclobutyl)methyl)carbamate